potassium 4,9-dihydroxypyrimido[4,5-g]pteridine OC1=NC=NC2=NC=3C(=NC=NC3N=C21)O.[K]